3-(2-(4-chloro-3-fluorophenoxy)acetamido)bicyclo[1.1.1]pentane-1-carboxamide ClC1=C(C=C(OCC(=O)NC23CC(C2)(C3)C(=O)N)C=C1)F